4-(4-Cyano-biphenyl-4'-yloxy)butyl acrylate C(C=C)(=O)OCCCCOC1=CC=C(C=C1)C1=CC=C(C=C1)C#N